ClC=1C=C(C=C(C1)Cl)C1=CC(=CC(=N1)OC=1C=NC(=NC1)N1CCN(CC1)C1CC(C1)C(=O)O)CN1CCC(CC1)CNC(=O)NC 3-(4-(5-((6-(3,5-dichlorophenyl)-4-((4-((3-methylureido)methyl)piperidin-1-yl)methyl)pyridin-2-yl)oxy)pyrimidin-2-yl)piperazin-1-yl)cyclobutanecarboxylic acid